5-[(3-cyanophenyl)methyl]-7-pentyl-5H,6H,7H,8H,9H,10H-cyclohepta[b]indole-4-carboxylic acid C(#N)C=1C=C(C=CC1)CN1C2=C(C3=CC=CC(=C13)C(=O)O)CCCC(C2)CCCCC